4'-chloro-10'-(3-oxocyclopentyl)-5'H-spiro[cyclohexane-1,7'-indolo[1,2-a]quinazolin]-5'-one ClC=1C=2C(N=C3N(C2C=CC1)C1=CC(=CC=C1C31CCCCC1)C1CC(CC1)=O)=O